platinum-titanium oxygen Hexyl (R)-2-((8-(3-aminopiperidin-1-yl)-7-(but-2-yn-1-yl)-3-methyl-2,6-dioxo-2,3,6,7-tetrahydro-1H-purin-1-yl)methyl)-6-(methylamino)nicotinate N[C@H]1CN(CCC1)C1=NC=2N(C(N(C(C2N1CC#CC)=O)CC1=C(C(=O)OCCCCCC)C=CC(=N1)NC)=O)C.[O].[Ti].[Pt]